(3aR,5s,6aS)-N-(6-morpholino-4-(trifluoromethyl)pyridazin-3-yl)-2-((tetrahydro-2H-pyran-4-yl)methyl)octahydro-cyclopenta[c]pyrrol-5-amine O1CCN(CC1)C1=CC(=C(N=N1)NC1C[C@@H]2[C@@H](CN(C2)CC2CCOCC2)C1)C(F)(F)F